C(=O)(OCC1C2=CC=CC=C2C2=CC=CC=C12)C1=NN=NN1 Fmoc-tetrazole